O[C@H]1[C@H](CCC1)C(=O)O (1S,2R)-2-hydroxycyclopentane-1-carboxylic acid